COC(C[C@@]1(CCC2=CC(=CC=C12)F)N[S@@](=O)C(C)(C)C)=O 2-((R)-1-(((S)-tert-butylsulfinyl)amino)-5-fluoro-2,3-dihydro-1H-inden-1-yl)acetic acid methyl ester